C1=CC=CC=2N(CC3=C(C#CC21)C=CC=C3)C(CCCCNC(C(F)(F)F)=O)=O N-[5-(11,12-didehydrodibenz[b,f]azocin-5(6H)-yl)-5-oxopentyl]-2,2,2-trifluoroAcetamide